5,15-di(2,6-dihexyloxyphenyl)-10,20-di(4-aminophenylethynyl)porphyrin C(CCCCC)OC1=C(C(=CC=C1)OCCCCCC)C=1C2=CC=C(N2)C(=C2C=CC(C(=C3C=CC(=C(C=4C=CC1N4)C#CC4=CC=C(C=C4)N)N3)C3=C(C=CC=C3OCCCCCC)OCCCCCC)=N2)C#CC2=CC=C(C=C2)N